6-(aminomethyl)-2-((4,4-dimethylpiperidin-1-yl)methyl)-1H-indole-1-carboxylic acid tert-butyl ester C(C)(C)(C)OC(=O)N1C(=CC2=CC=C(C=C12)CN)CN1CCC(CC1)(C)C